BrC1=C(C=CC(=C1)F)C1N=C(NC(=C1C(=O)OC)[C@@H]1CC[C@H](CC1)C=1OC=C(N1)CC(=O)OCC)C=1SC=CN1 (trans)-methyl 4-(2-bromo-4-fluorophenyl)-6-(4-(4-(2-ethoxy-2-oxoethyl)oxazol-2-yl)cyclohexyl)-2-(thiazol-2-yl)-1,4-dihydropyrimidine-5-carboxylate